C1=CC(=CC=C1F)I 4-fluoro-iodobenzene